S(C(CO)C)C(CO)C 2,2'-thiodipropyl alcohol